[N+](=O)([O-])C1=C(C=CC=C1)[Se]CCCCC[C@]12C[C@H](N([C@@H]2C1)C(=O)OC(C)(C)C)C(=O)OCC1=CC=CC=C1 (1R,3S,5R)-3-Benzyl 2-tert-Butyl 5-(5-((2-Nitrophenyl)selanyl)pentyl)-2-azabicyclo[3.1.0]hexane-2,3-dicarboxylate